CC(=CCC/C(=C/C=C/C(=C/C=C/C(=C/C=C/C=C(\\C)/C=C/C=C(\\C)/C=C/C=C(\\C)/CC[C@H](CC=C(C)C)C(C)(C)O)/C)/C)/C)C The molecule is a C45 carotenoid that is an intermediate in the biosynthesis of bacterioruberin, a red-coloured pigment found in several Halobacterium and Haloarcula species. It has a role as a bacterial metabolite. It is a C45 carotenoid and a tertiary alcohol.